2-fluorobut-2-enoic acid FC(C(=O)O)=CC